5-[3-[(2S)-2-[(tert-butoxycarbonyl)amino]-4-carbamoylbutanamido]phenyl]pentanoic acid C(C)(C)(C)OC(=O)N[C@H](C(=O)NC=1C=C(C=CC1)CCCCC(=O)O)CCC(N)=O